1-(2-hydroxyphenyl)hex-2-ene 3-(3-fluorophenyl)-5-methyl-1H-pyrrole-2,4-dicarboxylate FC=1C=C(C=CC1)C1=C(NC(=C1C(=O)O)C)C(=O)O.OC1=C(C=CC=C1)CC=CCCC